6-chloro-2-hydroxypyridine ClC1=CC=CC(=N1)O